acryloyloxyethylenenorbornanecarboxyamide C(C=C)(=O)OCCC1C2(CCC(C1)C2)CC(=O)N